isoamylacetate (3-methylbutyl acetate) CC(CCCC(=O)O)C.C(CC(C)C)CC(=O)O